dipropylene glycol tridecylate C(CCCCCCCCCCCC)(=O)O.CC(COC(C)CO)O